oxazol-5-ylmethyl (4-((3-acetyl-3-azabicyclo[3.2.1]octan-8-yl)methyl)phenyl)carbamate C(C)(=O)N1CC2CCC(C1)C2CC2=CC=C(C=C2)NC(OCC2=CN=CO2)=O